7-nitrospiro[1,2-dihydroisoquinoline-4,1'-cyclopropane]-3-one [N+](=O)([O-])C1=CC=C2C(=C1)CNC(C21CC1)=O